C(C)(C)N1CC(C1)(N)C isopropyl-3-methyl-azetidin-3-amine